FC=1C=C2C(=C(C=NC2=CC1F)C(=O)N1CCN(CC1)S(=O)(=O)C)N1CCC(CC1)(C#N)C 1-(6,7-Difluoro-3-(4-(methylsulfonyl)piperazine-1-carbonyl)quinolin-4-yl)-4-methylpiperidine-4-carbonitrile